NC=1/C(/C(N=C2C=CC=C(C12)F)=O)=C\1/NC2=C(N1)C=CC(=C2)N2CCN(CC2)C (3Z)-4-amino-5-fluoro-3-[5-(4-methylpiperazin-1-yl)-1,3-dihydrobenzimidazol-2-ylidene]quinolin-2-one